OC1=CC=C(C=C1)C=CC(=O)OC methyl p-hydroxybenzeneacrylate